N[C@@H]1CN(C[C@H]1F)C(=O)OC(C)(C)C tert-butyl (trans)-3-amino-4-fluoro-pyrrolidine-1-carboxylate